4-(5-methoxyisoindoline-2-carbonyl)-3,5-bis(methoxymethoxy)benzonitrile COC=1C=C2CN(CC2=CC1)C(=O)C1=C(C=C(C#N)C=C1OCOC)OCOC